ClC1=CC=C2C(=N1)C=C(N2)CNC(OC(C)(C)C)=O tert-butyl ((5-chloro-1H-pyrrolo[3,2-b]pyridin-2-yl)methyl)carbamate